FC1(CCN(CC1)CC1=CC=CS1)F 5-((4,4-difluoropiperidin-1-yl)methyl)thiophen